2,2'-(6-(bis(carboxymethyl)amino)-6-(4-carboxybutyl)-1,4-diazacycloheptane-1,4-diyl)diacetic acid C(=O)(O)CN(C1(CN(CCN(C1)CC(=O)O)CC(=O)O)CCCCC(=O)O)CC(=O)O